trifluoromethyl-1,3-oxazine FC(F)(F)C1OC=CC=N1